Ethyl 5-ethynylpyridine-3-carboxylate C(#C)C=1C=C(C=NC1)C(=O)OCC